3-(3-aminobenzyl)-7-methoxy-5-methyl-3,5-dihydro-4H-pyridazino[4,5-b]indol-4-one NC=1C=C(CN2N=CC3=C(N(C=4C=C(C=CC34)OC)C)C2=O)C=CC1